2-methyl-2-morpholino-1-(4-methylthiophenyl)propane-1-one CC(C(=O)C1=CC=C(C=C1)SC)(C)N1CCOCC1